ethyl-((3-(1-methyl-1H-pyrazol-4-yl) quinolin-6-yl) oxy) acetate C(C)(=O)OOC=1C=C2C=C(C(=NC2=CC1)CC)C=1C=NN(C1)C